C1(=CC=CC2=CC=CC=C12)C(=O)O.CC1=NC=CC(=C1)C=1N=C(SC1)NC1=C(C=CC=C1)S(=O)(=O)N ((4-(2-methylpyridin-4-yl)thiazol-2-yl)amino)benzenesulfonamide naphthalate